C(/C1=CC=CC=C1)=C/1\C(N(C(O1)=O)C(COC1=C(C=CC=C1C)C)C)=O (Z)-5-benzylidene-3-(1-(2,6-dimethylphenoxy)propan-2-Yl)oxazolidine-2,4-dione